C[C@@H]1N(C2=CC=CC=C2[C@@H](C1)NC1=CC=C(C=C1)NC(C1=CC=CC=C1)=O)C(CC)=O |o1:1,9| N-(4-{[(2S*,4R*)-2-methyl-1-propionyl-1,2,3,4-tetrahydroquinolin-4-yl]amino}phenyl)benzamide